CN(C(=O)C1CC2(C1)NC(OC2)=O)C2CC(C2)C2=CC(=CC=C2)C2(CC2)C N-methyl-N-((1s,3S)-3-(3-(1-methylcyclopropyl)phenyl)cyclobutyl)-6-oxo-7-oxa-5-azaspiro[3.4]octane-2-carboxamide